N-(3-((1S,2S)-1-(dimethylamino)-2-((6-methyl-5-oxo-5,6-dihydropyrido[2,3-d]pyridazin-8-yl)amino)propyl)phenyl)acetamide CN([C@H]([C@H](C)NC1=NN(C(C2=C1N=CC=C2)=O)C)C=2C=C(C=CC2)NC(C)=O)C